FC(CN1CCC(CC1)O)(F)F 1-(2,2,2-trifluoroethyl)piperidin-4-ol